tert-butyldimethyl[2-[2-(4,4,5,5-tetramethyl-1,3,2-dioxaborolan-2-yl)phenoxy]ethoxy]silane C(C)(C)(C)[Si](OCCOC1=C(C=CC=C1)B1OC(C(O1)(C)C)(C)C)(C)C